C(C1=CC=CC=C1)C=1N(C=2C(=C3CC[C@@H](NC3=CC2)C)N1)CCN1CCN(CC1)S(=O)(=O)C (7S)-2-Benzyl-3-[2-(4-methansulfonylpiperazin-1-yl)ethyl]-7-methyl-3H,6H,7H,8H,9H-imidazo[4,5-f]chinolin